(1S,3r)-3-(3-(6-(((S)-2-isopropyl-4-methylpiperazin-1-yl)methyl)-1-oxo-4-(trifluoromethyl)isoindolin-2-yl)phenyl)-3-(4-methyl-4H-1,2,4-triazol-3-yl)cyclobutanecarbonitrile C(C)(C)[C@@H]1N(CCN(C1)C)CC1=CC(=C2CN(C(C2=C1)=O)C=1C=C(C=CC1)C1(CC(C1)C#N)C1=NN=CN1C)C(F)(F)F